FC(C=1OC(=NN1)C1=C(C=C(C=C1)CN1N=C(N=N1)C1(CC1)C1=NC=CN=C1)F)F 2-(difluoromethyl)-5-[2-fluoro-4-[[5-(1-pyrazin-2-ylcyclopropyl)tetrazol-2-yl]methyl]phenyl]-1,3,4-oxadiazole